4-bromo-5-[4-(4-chloro-benzenesulfonyl)-piperazin-1-yl]-benzofuran-2-carboxylic acid BrC1=C(C=CC2=C1C=C(O2)C(=O)O)N2CCN(CC2)S(=O)(=O)C2=CC=C(C=C2)Cl